(S)-N-(1-(7-(3-Fluoroazetidin-1-yl)-2-methylquinolin-5-yl)cyclopropyl)-2-methyl-5-((1-methylazetidin-2-yl)methoxy)benzamide FC1CN(C1)C1=CC(=C2C=CC(=NC2=C1)C)C1(CC1)NC(C1=C(C=CC(=C1)OC[C@H]1N(CC1)C)C)=O